CN1N=C(C2=CC=C(C=C12)N1CCNCC1)N1C(NC(CC1)=O)=O 1-[1-methyl-6-(piperazin-1-yl)indazol-3-yl]-1,3-diazinane-2,4-dione